C(CCC)(=O)SCCNC(CCNC([C@@H](C(COP(OP(OC[C@@H]1[C@H]([C@H]([C@@H](O1)N1C=NC=2C(N)=NC=NC12)O)OP(=O)(O)O)(=O)O)(=O)O)(C)C)O)=O)=O BUTYRYL-COA